FC=1C=C2C(=CN(C(C2=CC1F)=O)C)C(C)N(C(=O)C=1NC2=CC(=C(C=C2C1)F)F)C N-(1-(6,7-difluoro-2-methyl-1-oxo-1,2-dihydroisoquinolin-4-yl)ethyl)-5,6-difluoro-N-methyl-1H-indole-2-carboxamide